CC(C)(C)OC(=O)N1CCC[C@@H](C1)N (S)-N-Boc-3-aminopiperidine